ClC=1C=NC(=NC1)CC=1C(=NC(=NC1)C(F)F)C1=CC(=C(C=C1)F)F 5-[(5-chloropyrimidin-2-yl)methyl]-2-(difluoromethyl)-4-(3,4-difluorophenyl)pyrimidine